ClP(OC1=C(C=CC=C1)CC1=CC=C(C=C1)CN1C2=CC=C(C=C2C=2C=C(C=CC12)OC)OC)([O-])=O (4-((3,6-dimethoxy-9H-carbazol-9-yl)methyl)benzyl)phenyl chlorophosphonate